ClC1=C2C[C@@H](C(C2=CC(=C1)Cl)OC1=C(C=CC=C1)F)N1C[C@@H](CCC1)N(C)C 4-[[(11S,2S)-4,6-Dichloro-2-[(3R)-3-(dimethylamino)piperidin-1-yl]-2,3-dihydro-1H-inden-1-yl]oxy]-3-fluorobenzene